BrC=1C(=CC(=NC1)Cl)NCC1(CCC1)CO (1-(((5-bromo-2-chloropyridin-4-yl)amino)methyl)cyclobutyl)methanol